5-CHLORO-1H-INDOLE-2-BORONIC ACID ClC=1C=C2C=C(NC2=CC1)B(O)O